FC1=CC(=C2C(C=C(NC2=C1)C=1C=C(C#N)C=CC1SC)=O)OC=1C=NN(C1)C 3-(7-fluoro-5-((1-methyl-1H-pyrazol-4-yl)oxy)-4-oxo-1,4-dihydroquinolin-2-yl)-4-(methylthio)benzonitrile